COC1=NNC=C1B1OC(C(O1)(C)C)(C)C 3-methoxy-4-(4,4,5,5-tetramethyl-1,3,2-dioxaborolan-2-yl)pyrazol